alpha-D-glucose 1,6-bisphosphate hydrate O.P(=O)(O)(O)O[C@@H]1[C@H](O)[C@@H](O)[C@H](O)[C@H](O1)COP(=O)(O)O